S1C(=NC2=C1C=CC=C2)SN2CCOCC2 4-(benzo[d]thiazole-2-ylsulfanyl)morpholine